C(C)(C)(C)C1=NC(=NO1)C(=O)NCC1=C(C=C(C=C1)C1=NC=NN2C1=CC(=C2)N2[C@H](CN(CC2)C2COC2)C)C (S)-5-(tert-butyl)-N-(2-methyl-4-(6-(2-methyl-4-(oxetan-3-yl)piperazin-1-yl)pyrrolo[2,1-f][1,2,4]triazin-4-yl)benzyl)-1,2,4-oxadiazole-3-carboxamide